4-(3-((4-chloro-2-fluorobenzyl)thio)-1H-pyrazol-1-yl)piperidine ClC1=CC(=C(CSC2=NN(C=C2)C2CCNCC2)C=C1)F